(S)-2-((2-((S)-4-(difluoromethyl)-2-oxooxazolidin-3-yl)-11-methoxy-5,6-dihydrobenzo[f]imidazo[1,2-d][1,4]oxazepin-9-yl)amino)propanamide FC([C@H]1N(C(OC1)=O)C=1N=C2N(CCOC3=C2C(=CC(=C3)N[C@H](C(=O)N)C)OC)C1)F